CN(C/C=C/C(=O)N(C)[C@@H]1C[C@@H](C1)OC1=C2C=NNC2=CC(=C1)C1=C(C=C(C=C1)O)C)C cis-(E)-4-(dimethylamino)-N-(3-((6-(4-hydroxy-2-methylphenyl)-1H-indazol-4-yl)oxy)cyclobutyl)-N-methylbut-2-enamide